CC(C)[C@@H](C)[C@@]1(C)C[C@@H]1[C@@H](C)[C@H]1CC[C@H]2[C@@H]3C[C@H]([C@]4(C[C@H](CC[C@]4(C)[C@H]3[C@@H](C[C@]12C)O)O)O)O (3beta,5alpha,6beta,11alpha)-Gorgostane-3,5,6,11-tetrol